FC1=C(C=CC=C1)C#CC1=CC=C(C(=O)NC([2H])C2(COC2)C)C=C1 4-((2-fluorophenyl)ethynyl)-N-((3-methyloxetan-3-yl)methyl-d)benzamide